C(C)(C)(C)OC(=O)NCCCCCN1N=CC=C1C(=O)OCC ethyl 1-(5-((tert-butoxycarbonyl) amino) pentyl)-1H-pyrazole-5-carboxylate